4-amino-1-(2-methoxyethyl)pyrimidin-2-one NC1=NC(N(C=C1)CCOC)=O